5-chloro-4-(2,2-dimethylpiperazin-1-yl)-2-(2-fluoro-4-pyridinyl)-1H-pyrimidin-6-one ClC1=C(N=C(NC1=O)C1=CC(=NC=C1)F)N1C(CNCC1)(C)C